ethyl 3,3-di(t-butylperoxy)butyrate C(C)(C)(C)OOC(CC(=O)OCC)(C)OOC(C)(C)C